N1=C(C=CC=C1)C=1C=C2CC(CC2=CC1)C(=O)O 5-(pyridin-2-yl)-2,3-dihydro-1H-indene-2-carboxylic acid